(3aS)-3a-hydroxy-7-nitro-1-phenyl-2,3-dihydropyrrolo[2,3-b]quinolin-4-one O[C@@]12C(=NC3=CC(=CC=C3C1=O)[N+](=O)[O-])N(CC2)C2=CC=CC=C2